6-(4-chlorophenyl)-2-(1-methyl-1H-pyrazol-4-yl)-3-oxo-2,3-dihydropyridazin-4-carboxylic acid ClC1=CC=C(C=C1)C=1C=C(C(N(N1)C=1C=NN(C1)C)=O)C(=O)O